ClC1=CC(=CS1)C(=O)NCC1=C(C=CC2=C1N(C=N2)C)C 5-chloro-N-((1,6-dimethyl-1H-benzimidazol-7-yl)methyl)thiophene-3-carboxamide